7-(6-bromoquinazolin-4-yl)-2,7-diazaspiro[3.5]nonane-2-carboxylic acid tert-butyl ester C(C)(C)(C)OC(=O)N1CC2(C1)CCN(CC2)C2=NC=NC1=CC=C(C=C21)Br